N-(2-cyclopropyl-4-iodo-5-methylphenyl)-N-{7-oxo-6-[(3S)-oxolan-3-yl]-5H-pyrrolo[3,4-b]pyridin-2-yl}pent-2-ynamide C1(CC1)C1=C(C=C(C(=C1)I)C)N(C(C#CCC)=O)C1=CC=C2C(=N1)C(N(C2)[C@@H]2COCC2)=O